BrC=1C(N(C(=NC1)NCC)C)=O 5-bromo-2-(ethylamino)-3-methylpyrimidin-4(3H)-one